di(hexadecyl) ether C(CCCCCCCCCCCCCCC)OCCCCCCCCCCCCCCCC